3-(1H-benzo[d]imidazol-5-yl)-4-(4-(cyclohexyloxy)phenyl)oxazolidin-2-one N1C=NC2=C1C=CC(=C2)N2C(OCC2C2=CC=C(C=C2)OC2CCCCC2)=O